N-(2,6-dioxopiperidin-3-yl)-2-fluoro-3-(2-(1-(4-nitrophenyl)piperidin-4-yl)-2,8-diazaspiro[4.5]decan-8-yl)benzamide O=C1NC(CCC1NC(C1=C(C(=CC=C1)N1CCC2(CCN(C2)C2CCN(CC2)C2=CC=C(C=C2)[N+](=O)[O-])CC1)F)=O)=O